NC1=C2N=CN(C2=NC=N1)CC1=C(C=C(C=C1C=1C=CC2=C(CCO2)C1)Cl)N1C[C@](CC1)(C(=O)O)NC(=O)OC(C)(C)C (R)-1-(2-((6-amino-9H-purin-9-yl)methyl)-5-chloro-3-(2,3-dihydrobenzofuran-5-yl)phenyl)-3-((tert-butoxycarbonyl)amino)pyrrolidine-3-carboxylic acid